3-[(3-chloro-2-pyridyl)amino]-1-(2,2,2-trifluoroethyl)pyrazolo[4,3-c]pyridin ClC=1C(=NC=CC1)NC1=NN(C2=C1C=NC=C2)CC(F)(F)F